C(OCCC12CC3CC(CC(C1)C3)C2)(OC2=CC=C(C=C2)[N+](=O)[O-])=O 2-(adamantan-1-yl)ethyl (4-nitrophenyl) carbonate